N-(4-(2-chlorophenyl)thiazol-2-yl)-5-(4-(2-hydroxyacetyl)piperazin-1-yl)picolinamide ClC1=C(C=CC=C1)C=1N=C(SC1)NC(C1=NC=C(C=C1)N1CCN(CC1)C(CO)=O)=O